1-bromo-n-tridecane CCCCCCCCCCCCCBr